2,4,6-Trinitro-1,3-dimethyl-5-tert.-butylbenzene [N+](=O)([O-])C1=C(C(=C(C(=C1C)[N+](=O)[O-])C(C)(C)C)[N+](=O)[O-])C